5-methyl-1H-pyrazole-1-carbamic acid tert-butyl ester C(C)(C)(C)OC(NN1N=CC=C1C)=O